2-BROMO-4-CHLORO-1-(2H3)METHOXYBENZENE Potassium carbonate C([O-])([O-])=O.[K+].BrC1=C(C=CC(=C1)Cl)OC([2H])([2H])[2H].[K+]